3-methyl-N-(3-(oxazol-2-yl)phenyl)-5-oxo-1-(3-(trifluoromethyl)phenyl)-4,5-dihydro-1H-pyrazole-4-carboxamide CC1=NN(C(C1C(=O)NC1=CC(=CC=C1)C=1OC=CN1)=O)C1=CC(=CC=C1)C(F)(F)F